N-[(1R)-1-(2,4-dichlorophenyl)ethyl]-5-methoxy-2-piperazin-1-yl-pyrimidin-4-amine ClC1=C(C=CC(=C1)Cl)[C@@H](C)NC1=NC(=NC=C1OC)N1CCNCC1